((8-bromo-7-(but-2-yn-1-yl)-3-methyl-2,6-dioxo-2,3,6,7-tetrahydro-1H-purin-1-yl)methyl)-5-chlorobenzoic acid methyl ester COC(C1=C(C=CC(=C1)Cl)CN1C(N(C=2N=C(N(C2C1=O)CC#CC)Br)C)=O)=O